2-ethyl-6-methyl-4-isopropoxy-phenol C(C)C1=C(C(=CC(=C1)OC(C)C)C)O